O1CC(CC1)C=1C=C2C(=NC1)NC(N2C2CCN(CC2)C(C2=CC=C(C=C2)OC(F)(F)F)=O)=O 6-tetrahydrofuran-3-yl-1-[1-[4-(trifluoromethoxy)benzoyl]-4-piperidyl]-3H-imidazo[4,5-b]pyridin-2-one